BrC=1C=C2C(CCOC2=CC1)N(C(C)=O)C N-(6-Bromo-3,4-dihydro-2H-chromen-4-yl)-N-methylacetamide